3,10-bis(naphthalene-2-yl)perylene C1=C(C=CC2=CC=CC=C12)C=1C=CC=2C=3C=CC(=C4C=CC=C(C5=CC=CC1C52)C43)C4=CC3=CC=CC=C3C=C4